C(N)(O[C@@H]([C@]1(CN(CC1)C(C)(C)C=1C=NC(=CC1)C)CCC=1SC(=CC1)F)F)=O |o1:4| (R)-fluoro((R or S)-3-(2-(5-fluorothiophen-2-yl)ethyl)-1-(2-(6-methylpyridin-3-yl)propan-2-yl)pyrrolidin-3-yl)methyl carbamate